N1=C(C=CC=C1)C(C)(C)O 2-(2-pyridinyl)propan-2-ol